Cl.C(N)(=N)C=1C=C(SC1)[C@@H](C)NC(=O)[C@H]1N(C[C@@H](C1)OC(F)F)C(CNC(C1=CC=C(C=C1)OC1=CC=C(C=C1)C1CC1)=O)=O (2S,4R)-N-((R)-1-(4-carbamimidoylthiophen-2-yl)ethyl)-1-((4-(4-cyclopropylphenoxy)benzoyl)glycyl)-4-(difluoromethoxy)pyrrolidine-2-carboxamide hydrochloride